6-[4-(azetidin-3-yl)imidazol-1-yl]-5-methyl-8-[(2S)-2-methylazetidin-1-yl]imidazo[1,2-a]pyrazine N1CC(C1)C=1N=CN(C1)C=1N=C(C=2N(C1C)C=CN2)N2[C@H](CC2)C